C(C)(C)(C)OC(=O)N(C)CC1=NC(=CC2=C1CN(C2=O)C2N(CC=1N(C2)N=CC1)C(=O)[O-])N(C)C(C)C 6-(4-(((tert-butoxycarbonyl) (methyl) amino) methyl)-6-(isopropyl (methyl) amino)-1-oxo-1,3-dihydro-2H-pyrrolo[3,4-c]pyridin-2-yl)-6,7-dihydropyrazolo[1,5-a]pyrazine-5(4H)-carboxylate